FC1=C(C=CC=C1)C1=CC=C(C=2NC(=NC21)NC(=O)C=2C=NN(C2)C)OC N-[4-(2-fluorophenyl)-7-methoxy-1H-1,3-benzodiazol-2-yl]-1-methyl-1H-pyrazole-4-carboxamide